BrC1=NN(C=N1)C1=CC=C(C=C1)SC(F)(F)F 3-bromo-1-(4-((trifluoromethyl)thio)phenyl)-1H-1,2,4-triazole